COC1=CC=C(C=C1)C(OC[C@@H]1[C@H]([C@H]([C@@H](O1)N1C=2N=C(NC(C2N=C1)=O)NC(C(C)C)=O)O)O)(C1=CC=CC=C1)C1=CC=C(C=C1)OC N-[9-[(2R,3R,4S,5R)-5-[[bis(4-methoxyphenyl)-phenyl-methoxy]methyl]-3,4-dihydroxy-tetrahydrofuran-2-yl]-6-oxo-1H-purin-2-yl]-2-meth-ylpropanamide